ClC=1C(=C(C=C(C1)OC)N(C(C)=O)C)[N+](=O)[O-] N-(3-chloro-5-methoxy-2-nitrophenyl)-N-methylacetamide